N-((S)-1-(4-((S)-1-Acetyl-2-methyl-1,2,3,4-tetrahydroquinolin-6-yl)phenyl)ethyl)-6-(2-aminopyrimidin-5-yl)-8-morpholinoimidazo[1,2-a]pyrazine-2-carboxamide C(C)(=O)N1[C@H](CCC2=CC(=CC=C12)C1=CC=C(C=C1)[C@H](C)NC(=O)C=1N=C2N(C=C(N=C2N2CCOCC2)C=2C=NC(=NC2)N)C1)C